Tert-butyl (S)-4-(4-bromo-7-(((S)-1-methylpyrrolidin-2-yl)methoxy)furo[2,3-f]quinazolin-9-yl)-2-(cyanomethyl)piperazine-1-carboxylate BrC1=C2C(=C3C(=NC(=NC3=C1)OC[C@H]1N(CCC1)C)N1C[C@@H](N(CC1)C(=O)OC(C)(C)C)CC#N)OC=C2